(±)-3-(quinoxalin-2-yl)-3-(3-(3-(5,6,7,8-tetrahydro-1,8-naphthyridin-2-yl)propyl)-1H-pyrazol-1-yl)propionic acid N1=C(C=NC2=CC=CC=C12)[C@@H](CC(=O)O)N1N=C(C=C1)CCCC1=NC=2NCCCC2C=C1 |r|